N-[(Z)-[(2,6-dichlorophenyl)-(7-fluoro-5-azaspiro[2.4]heptan-5-yl)methylene]amino]-4-methyl-benzenesulfonamide ClC1=C(C(=CC=C1)Cl)/C(/N1CC2(CC2)C(C1)F)=N/NS(=O)(=O)C1=CC=C(C=C1)C